1-(pyridin-3-yl)-1H-pyrazole-4-carboxylate N1=CC(=CC=C1)N1N=CC(=C1)C(=O)[O-]